C(=O)(OC(C)(C)C)C(CCBr)N (Boc)-aminopropyl bromide